C(C1=CC=CC=C1)N1CCC2(C(C(NC(C2C#N)=O)=O)C#N)CC1 9-benzyl-2,4-dioxo-3,9-diazaspiro[5.5]undecane-1,5-dinitrile